4-(1H-benzo[d]imidazol-1-yl)benzamide N1(C=NC2=C1C=CC=C2)C2=CC=C(C(=O)N)C=C2